CC1=C(C=C(C(=O)O)C=C1)C=1SC=2N=CN=C(C2N1)SC E-4-methyl-3-(7-(methylthio)thiazolo[5,4-d]pyrimidin-2-yl)benzoic acid